C(C)(C)(C)NS(=O)(=O)N1CCCC2=C(C=CC=C12)NC([C@H](CC1=CC=CC=C1)NC(=O)C1CCCCC1)=O (S)-N-(1-(1-(N-tert-butylsulfamoyl)-1,2,3,4-tetrahydroquinolin-5-ylamino)-1-oxo-3-phenylpropan-2-yl)cyclohexanecarboxamide